Dibehenyl ketone C(CCCCCCCCCCCCCCCCCCCCC)C(=O)CCCCCCCCCCCCCCCCCCCCCC